[(2S)-1-(4-amino-2-oxopyrimidin-1-yl)-3-hydroxypropan-2-yl]oxymethylphosphonic acid NC1=NC(N(C=C1)C[C@@H](CO)OCP(O)(O)=O)=O